O1CCS(CC1)(=O)=O 1,4-oxathiane 4,4-dioxide